BrC=1C(=C(C=CC1)CC=CC1=C(C=C(C=C1)Cl)OC([2H])([2H])[2H])O 1-(3-bromo-2-hydroxyl-phenyl)-3-(4-chloro-2-(methoxy-d3)phenyl)prop-2-ene